methyl (S)-2-(cyclopropylmethoxy)-3,3-dimethylbutyrate C1(CC1)CO[C@H](C(=O)OC)C(C)(C)C